CN1CCC(CC1)N1CCNCC1 4-(1-methyl-4-piperidinyl)piperazine